CN1CCC(CC1)N1CCC(CC1)C1=NC2=CC=CC=C2C(=C1)N (1'-methyl-[1,4'-bipiperidin]-4-yl)quinolin-4-amine